(2S,4R)-4-(difluoromethoxy)pyrrolidine-2-carboxylic acid methyl ester COC(=O)[C@H]1NC[C@@H](C1)OC(F)F